(S)-3-(3-fluoro-4-(6-(2-propyl-2H-tetrazol-5-yl)pyridin-3-yl)phenyl)-5-(hydroxymethyl)oxazolidin-2-one phosphate P(=O)(O)(O)O.FC=1C=C(C=CC1C=1C=NC(=CC1)C=1N=NN(N1)CCC)N1C(O[C@@H](C1)CO)=O